C[Si](CCOCN1C=CC=2C1=NC=C(N2)C2=CC(CC2)=O)(C)C 3-[5-(2-trimethylsilylethoxymethyl)pyrrolo[2,3-b]pyrazin-2-yl]cyclopent-2-en-1-one